N[C@@H](COC1=CC=C(C=C1)C(=O)N1C[C@H](CC1)C1=CC=C(C=C1)F)CN1N=CC=C1 (4-((R)-2-Amino-3-(1H-pyrazol-1-yl)propoxy)phenyl)((R)-3-(4-fluorophenyl)pyrrolidin-1-yl)methanon